S1N=CC=C1C=1C=C(C=C(C1)C=1C=NN(C1)C)C1(CC1)NC(C1=C(C=CC(=C1)N1CCNCC1)C)=O N-(1-(3-(isothiazol-5-yl)-5-(1-methyl-1H-pyrazol-4-yl)phenyl)cyclopropyl)-2-methyl-5-(piperazin-1-yl)benzamide